4-(2-amino-2-methylpropanoyl)-N-(1-(4-(((3-amino-5-hydroxycyclohexyl)amino)methyl)phenyl)-2-oxo-1,2-dihydropyrimidin-4-yl)piperazine-1-carboxamide hydrochloride salt Cl.NC(C(=O)N1CCN(CC1)C(=O)NC1=NC(N(C=C1)C1=CC=C(C=C1)CNC1CC(CC(C1)O)N)=O)(C)C